ClC1=C(C=C(C=N1)C=1C=NC=2CCN(CC2C1)C=1C(=C(C=2N(N1)C(C=CN2)=O)C)C)F 7-(3-(6-chloro-5-fluoropyridin-3-yl)-7,8-dihydro-1,6-naphthyridin-6(5H)-yl)-8,9-dimethyl-4H-pyrimido[1,2-b]pyridazin-4-one